ruthenium(III) iodine [I+].[Ru+3]